OC1=C(CCC2=CC=CC=C12)C(=O)OCC=C allyl 1-hydroxy-3,4-dihydronaphthalene-2-carboxylate